5-((tert-butoxycarbonyl)amino)-4-cyano-1-isopropyl-1H-pyrazole-3-carboxylic acid C(C)(C)(C)OC(=O)NC1=C(C(=NN1C(C)C)C(=O)O)C#N